2-({4-[(2S)-2-(4-Chloro-2-fluorophenyl)-1,3-benzodioxol-4-yl]piperidin-1-yl}methyl)-1-[(2S)-oxetan-2-ylmethyl]-1H-benzimidazole-6-carboxylic acid ClC1=CC(=C(C=C1)[C@@H]1OC2=C(O1)C=CC=C2C2CCN(CC2)CC2=NC1=C(N2C[C@H]2OCC2)C=C(C=C1)C(=O)O)F